2,6-bis[4-(S)-t-butyl-2-oxazolyl]pyridine C(C)(C)(C)C=1N=C(OC1)C1=NC(=CC=C1)C=1OC=C(N1)C(C)(C)C